6-[4-(2-oxo-3,6-dihydro-2H-1,3,4-oxadiazin-5-yl)-2-(trifluoro-methyl)phenyl]-2lambda6-thia-6-azaspiro[3.3]heptane-2,2-dione O=C1OCC(=NN1)C1=CC(=C(C=C1)N1CC2(CS(C2)(=O)=O)C1)C(F)(F)F